(2r,4r,5r)-4-((tert-butyldimethylsilyl)oxy)-5-methylpyrrolidine-1,2-dicarboxylic acid 1-(tert-butyl) 2-methyl ester COC(=O)[C@@H]1N([C@@H]([C@@H](C1)O[Si](C)(C)C(C)(C)C)C)C(=O)OC(C)(C)C